FC(C1CCC(CC1)C=O)(F)F 4-(trifluoromethyl)cyclohexyl-formaldehyde